ClC1=C(C=C2C=C(N=CC2=C1)NC(=O)C1C2COCC12)C1CCN(CC1)C1(COCC1O)C N-(7-chloro-6-(1-(4-hydroxy-3-methyltetrahydrofuran-3-yl)piperidin-4-yl)isoquinolin-3-yl)-3-oxabicyclo[3.1.0]hexane-6-carboxamide